COC1=C(C=CC=C1)C1=CC2=C(NC(=N2)CCNCCC=2OC=C(N2)C(=O)NCC2=NC=CC=C2OC)C=C1 2-(2-((2-(5-(2-methoxyphenyl)-1H-benzo[d]imidazol-2-yl)ethyl)amino)ethyl)-N-((3-methoxypyridin-2-yl)methyl)oxazole-4-carboxamide